The molecule is a hydroxy fatty acid anion that is the conjugate base of ricinoleic acid, obtained by deprotonation of the carboxy group; major species at pH 7.3. It is a hydroxy fatty acid anion, a long-chain fatty acid anion and a monounsaturated fatty acid anion. It is a conjugate base of a ricinoleic acid. CCCCCC[C@H](C/C=C\\CCCCCCCC(=O)[O-])O